5-(2-chloro-5-(isobutyrylaminomethyl)benzoylamino)-1-(2,2-difluoroethyl)-N-(4-(trifluoromethyl)phenyl)-1H-indole-2-carboxamide ClC1=C(C(=O)NC=2C=C3C=C(N(C3=CC2)CC(F)F)C(=O)NC2=CC=C(C=C2)C(F)(F)F)C=C(C=C1)CNC(C(C)C)=O